4-[4-(piperazin-1-yl)phenyl]phenyl-N-methyl-L-phenylalanine N1(CCNCC1)C1=CC=C(C=C1)C1=CC=C(C=C1)N([C@@H](CC1=CC=CC=C1)C(=O)O)C